methyl-L-serinate hydrochloride Cl.CN[C@@H](CO)C(=O)O